2-[[(tert-butoxycarbonyl)amino]methyl]-5-fluorobenzoic acid C(C)(C)(C)OC(=O)NCC1=C(C(=O)O)C=C(C=C1)F